COC(C(C(C)O)=C)=O Methyl-3-hydroxy-2-methylenbutanoat